CN([C@@H]1C[C@@H](C1)N)C=1C2=C(N=CN1)N(C=C2)S(=O)(=O)C2=CC=C(C)C=C2 cis-N1-methyl-N1-(7-tosyl-7H-pyrrolo[2,3-d]pyrimidin-4-yl)cyclobutane-1,3-diamine